5-fluoro-N-(4-(1-(2-((3-hydroxy-3-methylbutyl)amino)-2-oxoacetyl)-1,2,3,6-tetrahydropyridin-4-yl)phenyl)isoindoline-2-carboxamide FC=1C=C2CN(CC2=CC1)C(=O)NC1=CC=C(C=C1)C=1CCN(CC1)C(C(=O)NCCC(C)(C)O)=O